(trans)-2-methyl-6-(1-(2-phenyl-2-(2-pyridyl)hydrazono)ethyl)pyridine CC1=NC(=CC=C1)C(C)=NN(C1=NC=CC=C1)C1=CC=CC=C1